CN(CCCN(S(=O)(=O)CCCCCCCC)C(CC(=O)O)CCCCCCCCC)C 3-{N-[3-(Dimethylamino)propyl]octane-1-sulfonamido}dodecanoic acid